FC=1C=C2N=CC=3N(C(N4CCSC(=C2C34)C1C=1C=NC(=CC1)OCCCN1CCCCC1)=O)C 6-fluoro-2-methyl-7-(6-(3-(piperidin-1-yl)propoxy)pyridin-3-yl)-9,10-dihydro-8-thia-2,4,10a-triazanaphtho[2,1,8-cde]azulen-1(2H)-one